4-(4-propenoyl-3,4-dihydro-2H-benzo[b][1,4]oxazin-7-yl)-6-(1-methyl-1H-pyrazol-4-yl)pyrazolo[1,5-a]pyrazine-3-carbonitrile C(C=C)(=O)N1C2=C(OCC1)C=C(C=C2)C=2C=1N(C=C(N2)C=2C=NN(C2)C)N=CC1C#N